C(C1=CC=C(C(=O)OC2=C(C=C(C=C2CC2=C(C(=CC(=C2)C)C(C)(C)C)O)C)C(C)(C)C)C=C1)(=O)OC1=C(C=C(C=C1CC1=C(C(=CC(=C1)C)C(C)(C)C)O)C)C(C)(C)C bis[2-tertiary butyl-4-methyl-6-(2-Hydroxy-3-tertiary butyl-5-methylbenzyl) phenyl] terephthalate